C(C1=CC=CC=C1)C1=CC(=C(S1)NC(=O)C1=CSC(=C1CC)C)C(=O)N 5-benzyl-2-{[(4-ethyl-5-methyl-3-thienyl)carbonyl]amino}-3-thiophenecarboxamide